CC1(C(N=C2C3=C(C(C(=C12)OCC1=CC2=CC=CC=C2C=C1)=O)C=CC=C3)=O)C 3,3-Dimethyl-4-(naphthalen-2-ylmethoxy)-2H,3H,5H-benzo[g]indole-2,5-dione